N[C@@H]1C[C@H](C1)NC(C=C)=O N-(trans-3-aminocyclobutyl)acrylamide